C(C)(=O)C1=NN(C2=CC=C(C=C12)C=1C=NC(=NC1)C)CC(=O)NCC1=C(C=CC=C1)CC(=O)O 2-(2-((2-(3-acetyl-5-(2-methylpyrimidin-5-yl)-1H-indazol-1-yl)acetamido)meth-yl)phenyl)acetic acid